methyl 4-(2-(2-aminopyridin-3-yl)-5,6-dimethyl-3H-imidazo[4,5-b]pyridin-3-yl)benzoate NC1=NC=CC=C1C1=NC=2C(=NC(=C(C2)C)C)N1C1=CC=C(C(=O)OC)C=C1